triisopropyl-tin C(C)(C)[Sn](C(C)C)C(C)C